4-(5-Hydroxy-1-(5-propionylpyridin-2-yl)-1H-pyrazol-4-yl)benzonitrile OC1=C(C=NN1C1=NC=C(C=C1)C(CC)=O)C1=CC=C(C#N)C=C1